1,1,3,3-Tetramethyl-1,3-bis(trimethylsiloxy)disiloxane C[Si](O[Si](O[Si](C)(C)C)(C)C)(O[Si](C)(C)C)C